4-nitrophenyl (Z)-(4-(2-(3-(3-(2-isopropyl-5-methylphenyl)-4-oxothiazolidin-2-ylidene)ureido)ethyl)phenyl)carbamate C(C)(C)C1=C(C=C(C=C1)C)N1/C(/SCC1=O)=N/C(NCCC1=CC=C(C=C1)NC(OC1=CC=C(C=C1)[N+](=O)[O-])=O)=O